(R)-4-(4-Methyl-pyridin-3-yl)-pyrrolidine CC1=C(C=NC=C1)[C@H]1CCNC1